NC1=NC=2C=CC=CC2C2=C1N=C(N2CC(O)(C)C)COCC 4-amino-2-(ethoxymethyl)-α,α-dimethyl-1H-imidazo[4,5-c]quinoline-1-ethanol